felbinac OC(=O)CC1=CC=C(C2=CC=CC=C2)C=C1